C1(CCCCC1)N(C(=O)N1CCN(CC1)C1=C2C=NN(C2=CC(=C1)S(=O)(=O)NC1(CC1)C)C=1SC(=NN1)C(F)F)C N-cyclohexyl-4-(1-(5-(difluoromethyl)-1,3,4-thiadiazol-2-yl)-6-(N-(1-methylcyclopropyl)aminosulfonyl)-1H-indazol-4-yl)-N-methylpiperazine-1-carboxamide